1-[2-acryloyloxyethyl]-3-butylimidazol C(C=C)(=O)OCCN1CN(C=C1)CCCC